Dicholine glutamate N[C@@H](CCC(=O)[O-])C(=O)[O-].OCC[N+](C)(C)C.OCC[N+](C)(C)C